C(N)(=N)C=1C=C(C=CC1)CC(C=1SC=CN1)NS(=O)(=O)C=1C=C(C(=O)NCCNC(OC(C)(C)C)=O)C=CC1 tert-butyl N-[2-[[3-[[2-(3-carbamimidoylphenyl)-1-thiazol-2-yl-ethyl]sulfamoyl]benzoyl]amino]ethyl]carbamate